OC(CNC1=NC=2N(C=C1)N=C(C2C2=CC(=NC(=C2)C)OC)C=2C=C(C#N)C=CC2)(C)C 3-[5-[(2-Hydroxy-2-methyl-propyl)amino]-3-(2-methoxy-6-methyl-4-pyridyl)pyrazolo[1,5-a]pyrimidin-2-yl]benzonitrile